FC(C1=NN=C(O1)C1=CC=2N(C=C1)C=C(N2)CN(C(=O)C2CN(C2)S(=O)(=O)C)C2=CC=CC=C2)F N-((7-(5-(difluoromethyl)-1,3,4-oxadiazol-2-yl)imidazo[1,2-a]pyridin-2-yl)methyl)-1-(methylsulfonyl)-N-phenylazetidin-3-carboxamide